sodium stearylsulfonic acid C(CCCCCCCCCCCCCCCCC)S(=O)(=O)O.[Na]